N-[(1R)-1-[[(3-Amino-3-oxo-propyl)-(2-chloroacetyl)amino]carbamoyl]-3-methyl-butyl]-1H-benzimidazole-2-carboxamide NC(CCN(C(CCl)=O)NC(=O)[C@@H](CC(C)C)NC(=O)C1=NC2=C(N1)C=CC=C2)=O